C(C)(C)(C)OC(=O)N([C@H](C(=O)OCCC1=CC=C(C=C1)C1CCOCC1)CC(C)(C)F)C 2-[4-(oxan-4-yl)phenyl]ethyl (2S)-2-[[(tert-butoxy)carbonyl](methyl)amino]-4-fluoro-4-methylpentanoate